FC=1C=CC(=NC1)C(C(=O)N)O 2-(5-Fluoropyridin-2-Yl)-2-Hydroxyacetamide